5-{3-fluoro-4-[4-({[3-(trifluoromethoxy)phenyl]methyl}carbamoyl)-1H-1,2,3-triazol-1-yl]butyl}-N-(2-methoxyethyl)-1,3,4-thiadiazole-2-carboxamide FC(CCC1=NN=C(S1)C(=O)NCCOC)CN1N=NC(=C1)C(NCC1=CC(=CC=C1)OC(F)(F)F)=O